tert-butyl 2-carbamoyl-2-methyl-azetidine-1-carboxylate C(N)(=O)C1(N(CC1)C(=O)OC(C)(C)C)C